C12=C(CCC(C1(C)C)C2)C (1R)-(+)-pinene